tert-butyl (3S)-4-methylsulfonyl-3-(methylsulfonyloxymethyl)piperazine-1-carboxylate CS(=O)(=O)N1[C@@H](CN(CC1)C(=O)OC(C)(C)C)COS(=O)(=O)C